Ethyl (S)-3-amino-3-(4,4',5-trifluoro-2'-(hex-5-en-1-yl)-6'-methyl-[1,1'-biphenyl]-3-yl)propanoate hydrochloride Cl.N[C@@H](CC(=O)OCC)C=1C=C(C=C(C1F)F)C1=C(C=C(C=C1C)F)CCCCC=C